BrC1=C(N(C2=CC(=C(C=C2C1=C=O)F)F)C)CN1C(C2=C(C=C1)[C@@](C(OC2)=O)(O)CC)=O (S)-7-((3-bromo-6,7-difluoro-1-methyl-4-carbonyl-1,4-dihydroquinolin-2-yl)methyl)-4-ethyl-4-hydroxy-1,7-dihydro-3H-pyrano[3,4-c]pyridine-3,8(4H)-dione